N-(2-((R)-4-Cyanothiazolidin-3-yl)-2-oxoethyl)-6-((RS)-1-(5-methylisoxazol-3-yl)-ethyl)quinoline-4-carboxamide C(#N)[C@H]1N(CSC1)C(CNC(=O)C1=CC=NC2=CC=C(C=C12)[C@@H](C)C1=NOC(=C1)C)=O |&1:22|